(2R,4S)-4-fluoro-N-(3-(5-fluoro-2-((3-methoxy-1-methyl-1H-pyrazol-4-yl)amino)pyrimidin-4-yl)-1H-indol-7-yl)pyrrolidine-2-carboxamide F[C@H]1C[C@@H](NC1)C(=O)NC=1C=CC=C2C(=CNC12)C1=NC(=NC=C1F)NC=1C(=NN(C1)C)OC